BrC1=CC(=C(C=C1)C1=CN=C(N=N1)SC)OC 6-(4-bromo-2-methoxyphenyl)-3-(methylthio)-1,2,4-triazine